C(C)N(C(=O)C1=C(OC2=C(N=CN=N2)N2CC3(C2)CCN(CC3)C(=O)OC(C)(C)C)C=CC(=C1)F)C(C)C tert-butyl 2-(6-(2-(ethyl (isopropyl) carbamoyl)-4-fluorophenoxy)-1,2,4-triazin-5-yl)-2,7-diazaspiro[3.5]nonane-7-carboxylate